C(CCCCCCC\C=C/C=C/CCCC)SCCNC(CCNC([C@@H](C(COP(OP(OC[C@@H]1[C@H]([C@H]([C@@H](O1)N1C=NC=2C(N)=NC=NC12)O)OP(=O)(O)O)(=O)O)(=O)O)(C)C)O)=O)=O (Z,E)-9,11-hexadecadienyl-CoA